N-(4-cyanobicyclo[2.2.2]oct-1-yl)-4,5-difluoro-2-(methylsulfonyl)benzamide C(#N)C12CCC(CC1)(CC2)NC(C2=C(C=C(C(=C2)F)F)S(=O)(=O)C)=O